[Cl-].C[NH+](C)CCCCCCCCCCCC N,N-dimethyl-dodecyl-ammonium chloride